(4-amino-butyl)(7-amino-heptyl)amine NCCCCNCCCCCCCN